di-decyl-amine C(CCCCCCCCC)NCCCCCCCCCC